COC1=C(OCCNC(C2=CC=C(C=C2)NC2=CC=NC3=CC(=CC=C23)OC(F)(F)F)=O)C=CC=C1 N-[2-(2-methoxyphenoxy)ethyl]-4-[(7-trifluoromethoxyquinolin-4-yl)amino]benzamide